N-(2-methylpyridin-4-yl)-1H-1,2,3-triazole-4-carboxamide CC1=NC=CC(=C1)NC(=O)C=1N=NNC1